2-(methacryloyloxy)ethyl-monophthalic acid C(C(=C)C)(=O)OCCC1=C(C(C(=O)O)=CC=C1)C(=O)O